(S)-quinuclidin-3-yl (5-(benzo[b]thiophen-3-yl)-2,2-dimethyl-2,3-dihydro-1H-inden-1-yl)carbamate S1C2=C(C(=C1)C=1C=C3CC(C(C3=CC1)NC(O[C@@H]1CN3CCC1CC3)=O)(C)C)C=CC=C2